FC=1C=C2C(N(C(=NC2=C(C1)C(C)O)C12CC(C1)(C2)C2=CC=C(C=C2)F)C)=O 6-fluoro-2-(3-(4-fluorophenyl)bicyclo[1.1.1]pentan-1-yl)-8-(1-hydroxyethyl)-3-methylquinazolin-4(3H)-one